butyl {[(1r,4r)-4-(6-bromoimidazo[1,2-a]pyridin-2-yl)cyclohexyl]methyl}carbamate BrC=1C=CC=2N(C1)C=C(N2)C2CCC(CC2)CNC(OCCCC)=O